C(#N)C=1C=NN2C1C(=CC(=C2)C=2N=NN(C2C)C2CCN(CC2)C(=O)OC(C)(C)C)OC(C2=NC=C(C=C2)F)C2(CC2)F tert-Butyl 4-[4-[3-cyano-4-[(1-fluorocyclopropyl)-(5-fluoro-2-pyridyl)methoxy]pyrazolo[1,5-a]pyridin-6-yl]-5-methyl-triazol-1-yl]piperidine-1-carboxylate